C(C)(C)C1=CC=C(CN2CCCCC2)C=C1 1-(4-isopropylbenzyl)piperidin